1-(4-Bromo-phenyl)-fluoren-9-one BrC1=CC=C(C=C1)C1=CC=CC=2C3=CC=CC=C3C(C12)=O